O=C1NC(CCC1N1C(C2=CC(=C(C=C2C1=O)N1CCNCC1)F)=O)=O 4-(2-(2,6-dioxopiperidin-3-yl)-6-fluoro-1,3-dioxoisoindolin-5-yl)piperazin